C(C)(=O)C=1C(=NC=C(C1)Br)NC(CC(=O)OCC)=O ethyl 3-((3-acetyl-5-bromopyridin-2-yl) amino)-3-oxopropanoate